1-{4-[1-sec-Butyl-3-methyl-7-((R)-1-quinolin-3-yl-ethylamino)-1H-pyrazolo[4,3-d]pyrimidin-5-yl]-piperazin-1-yl}-ethanon C(C)(CC)N1N=C(C=2N=C(N=C(C21)N[C@H](C)C=2C=NC1=CC=CC=C1C2)N2CCN(CC2)C(C)=O)C